FC(CN1C=NC2=C1C=C(C=C2F)C=2C=CN1N=C(N=C(C12)OC)N[C@H]1C(CN(C1)C(C)=O)(F)F)F (R)-1-(4-((5-(1-(2,2-difluoroethyl)-4-fluoro-1H-benzo[d]imidazol-6-yl)-4-methoxypyrrolo[2,1-f][1,2,4]triazin-2-yl)amino)-3,3-difluoropyrrolidin-1-yl)ethan-1-one